methyl 2-(bis(tert-butoxycarbonyl)amino)-3-(2-(trifluoromethyl)-1H-imidazol-1-yl)propanoate C(C)(C)(C)OC(=O)N(C(C(=O)OC)CN1C(=NC=C1)C(F)(F)F)C(=O)OC(C)(C)C